adenosine-5'-monophosphate sodium salt [Na+].P(=O)([O-])([O-])OC[C@@H]1[C@H]([C@H]([C@@H](O1)N1C=NC=2C(N)=NC=NC12)O)O.[Na+]